ClC1=CC(=C(C=C1Cl)C(C1CCN(CC1)S(=O)(=O)N1CCCC1)CC(C)(S(=O)N)C)O ((4,5-dichloro-2-hydroxyphenyl)(1-(pyrrolidin-1-ylsulfonyl)piperidin-4-yl)methyl)-2-methylpropane-2-sulfinamide